C(C1=CC=CC=C1)O[C@H]1[C@H](O[C@H]([C@@H]([C@H]1N1N=NC(=C1)C1=CC(=C(C(=C1)F)F)F)OCC1=CC=CC=C1)SC1=CC=CC=C1)COCC1=CC=CC=C1 1-((2R,3R,4S,5R,6S)-3,5-bis(benzyloxy)-2-((benzyloxy)methyl)-6-(phenylsulfanyl)tetrahydro-2H-pyran-4-yl)-4-(3,4,5-trifluorophenyl)-1H-1,2,3-triazole